2-oxobutanamide O=C(C(=O)N)CC